C1(=CC=CC=C1)C=1C=CC=2N(C1CC(=O)NC=1C=NNC1)C=NC2 (6-phenylimidazo[1,5-a]pyridin-5-yl)-N-(1H-pyrazol-4-yl)acetamide